OCC1CCN(CC1)C(C)=O 1-[4-(hydroxymethyl)-1-piperidinyl]ethanone